fluoroisobutyl methyl ether COC(C(C)C)F